ClC=1C=C(C=NC1C1CN(CCO1)C)N=C(C1=CC=CC=C1)C1=CC=CC=C1 N-(5-chloro-6-(4-methylmorpholin-2-yl)pyridin-3-yl)-1,1-diphenylmethanimine